1-(3-fluoro-4-(thiophen-3-yl)phenyl)ethan-1-one FC=1C=C(C=CC1C1=CSC=C1)C(C)=O